3-methyl-10H-spiro[anthracene-9,9'-fluorene]-10-one CC=1C=CC2=C(C1)C(C1=CC=CC=C1C21C2=CC=CC=C2C=2C=CC=CC12)=O